C(#N)C[C@@H](CO)NC(OC(C)(C)C)=O tert-butyl [(2S)-1-cyano-3-hydroxypropan-2-yl]carbamate